2-(methoxy(phenethyl)phosphoryl)-7,8-dihydro-1,6-naphthyridine-6(5H)-carboxylic acid tert-butyl ester C(C)(C)(C)OC(=O)N1CC=2C=CC(=NC2CC1)P(=O)(CCC1=CC=CC=C1)OC